NCCCCCNC(CCCCC1SC[C@@H]2NC(N[C@@H]21)=O)=O N-(5-aminopentyl)-5-((3aS,6aR)-2-oxohexa-hydro-1H-thieno[3,4-d]-imidazol-4-yl)pentan-amide